methyl 4,4-difluoro-2-[(4-methoxy-1H-indole-2-carbonyl)amino]pentanoate FC(CC(C(=O)OC)NC(=O)C=1NC2=CC=CC(=C2C1)OC)(C)F